5-methyl-6-(3-(2,2,2-trifluoroethyl)-7,8-dihydro-1,6-naphthyridin-6(5H)-yl)pyridazin CC=1C=CN=NC1N1CC=2C=C(C=NC2CC1)CC(F)(F)F